CC1CC2(N(C(C1)C2)C(=O)OC(C)(C)C)C2=NC=NC=N2 tert-butyl cis-3-methyl-1-(1,3,5-triazin-2-yl)-6-azabicyclo[3.1.1]heptane-6-carboxylate